tert-butyl 2-(2-(2-hydroxyethoxy)ethoxy)ethyl(2-(2-hydroxy ethoxy)ethyl)carbamate OCCOCCOCCN(C(OC(C)(C)C)=O)CCOCCO